BrC=1C=CC(=NC1OC)NC 5-bromo-6-methoxy-N-methylpyridin-2-amine